2-methyl-1,2,3,4-tetrahydroisoquinoline-5-sulfonamide CN1CC=2C=CC=C(C2CC1)S(=O)(=O)N